COC(C(C(C)C)N1N=CC(=C1)I)=O 2-(4-iodo-1H-pyrazol-1-yl)-3-methylbutanoic acid methyl ester